C(C)(C)(C)C1=C(O)C=CC(=C1)O t-butyl-hydroquinone